OC1=C(C=CC=C1)C=1N=C(NC1)C1N(CCCC1)C(C(C)SC)=O 1-(2-(4-(2-hydroxyphenyl)-1H-imidazol-2-yl)piperidin-1-yl)-2-(methylthio)propan-1-one